4-(2-Hydroxypropyl)-6-methyl-2,3-morpholinedione OC(CN1C(C(OC(C1)C)=O)=O)C